ethyl 2-[[(6-bromo-3-ethylsulfonyl-pyrazolo[1,5-a]pyridin-2-yl)-tert-butoxycarbonyl-amino]methyl]-5-(trifluoromethyl)pyridine-3-carboxylate BrC=1C=CC=2N(C1)N=C(C2S(=O)(=O)CC)N(C(=O)OC(C)(C)C)CC2=NC=C(C=C2C(=O)OCC)C(F)(F)F